4-Fluoro-3-(hydroxymethyl)-5,7,8,9-tetrahydro-6H-cyclopenta[c][1,6]naphthyridin-6-one FC=1C(=NC=C2C3=C(C(NC12)=O)CCC3)CO